N,N-Dimethyl-N'-(thiophen-2-ylmethyl)-thioimidodicarbonic diamide CN(C(=S)N(C(=O)N)CC=1SC=CC1)C